(5-(N-((1,2,3,5,6,7-hexahydro-s-indacen-4-yl)carbamoyl)sulfamoyl)-2-hydroxybenzyl)boronic acid C1CCC2=C(C=3CCCC3C=C12)NC(=O)NS(=O)(=O)C=1C=CC(=C(CB(O)O)C1)O